N=1C=NN2C1C=C(C=C2)C=2C=C(C=CC2)[C@@H]2NOCC2 (R)-3-(3-([1,2,4]triazolo[1,5-a]pyridin-7-yl)phenyl)isoxazolidine